[N+](=O)([O-])C=1C(=NC2=NC=CC=C2C1O)O 3-Nitro-1,8-naphthyridine-2,4-diol